ClC1=C(C=CC(=C1)OC1=CC=NC2=CC(=C(C=C12)OC)OC)NC(=O)NC1=NOC(=C1)C N-{2-chloro-4-[(6,7-dimethoxy-4-quinolyl)oxy]phenyl}-N'-(5-methyl-3-isoxazolyl)urea